2,2,5,7,8-pentamethyl-6-hydroxychroman CC1(OC2=C(C(=C(C(=C2CC1)C)O)C)C)C